FC(F)(F)C1(OCC(C(C1)O)O)O (trifluoromethyl)tetrahydro-2H-pyran-2,4,5-triol